C(C)N=S(C(F)(F)F)(=O)C1=CC2=C(N(C(=N2)C2=NC(=CC=C2S(=O)(=O)CC)N2N=CN=C2)C)C=C1 ethylimino-[2-[3-ethylsulfonyl-6-(1,2,4-triazol-1-yl)-2-pyridinyl]-1-methyl-benzimidazol-5-yl]-oxo-(trifluoromethyl)-lambda6-Sulfane